2,4-tridecanedione CC(CC(CCCCCCCCC)=O)=O